FC(C=1C=C(C=C(C1)C(F)(F)F)NC(=S)NCCCO)(F)F 1-(3,5-bis(trifluoromethyl)phenyl)-3-(3-hydroxypropyl)thiourea